[Sn].C(CCC)C=C(CCCC)CCCC tributylethylene tin